FC(C=1C=C2C=NC=NC2=CC1)(F)F 6-(trifluoromethyl)quinazoline